CN1CCC(CC1)C=1C2=C(N=C(N1)N1CCOCC1)N(CC2)C=2C=NC=CC2 4-(4-(1-methylpiperidin-4-yl)-7-(pyridin-3-yl)-6,7-dihydro-5H-pyrrolo[2,3-d]pyrimidin-2-yl)morpholine